6-oxa-4-azaspiro[2.5]octan-5-one C1CC12NC(OCC2)=O